F[C@@H]1[C@](COC1)(C)N1CCC(CC1)C=1C=C2C=C(N=CC2=CC1C)NC(=O)[C@@H]1[C@H]([C@H]1C=1C=NN(C1)C)C (1R,2S,3R)-N-(6-(1-((3R,4R)-4-fluoro-3-methyltetrahydrofuran-3-yl)piperidin-4-yl)-7-methylisoquinolin-3-yl)-2-methyl-3-(1-methyl-1H-pyrazol-4-yl)cyclopropane-1-carboxamide